((((R)-1-(6-fluoro-9H-purin-9-yl) propan-2-yl) oxy) methyl) phosphonate P(OCO[C@@H](CN1C2=NC=NC(=C2N=C1)F)C)([O-])=O